3-(3-((3-(((3-chloro-4-methylphenyl)amino)methyl)-phenyl)amino)-2,5-dioxo-2,5-dihydro-1H-pyrrol-1-yl)piperidine-2,6-dione ClC=1C=C(C=CC1C)NCC=1C=C(C=CC1)NC=1C(N(C(C1)=O)C1C(NC(CC1)=O)=O)=O